C(C)(C)(C)OC(=O)N1CC(CC1)N1C=CC2=CC(=CC(=C12)Br)C(F)(F)F.O1CCC2=C1C=C(C=C2)[C@@H](C)N2CCN(CC2)C2=NN=C(S2)NC(C)=O (R)-N-(5-(4-(1-(2,3-dihydrobenzofuran-6-yl)ethyl)piperazin-1-yl)-1,3,4-thiadiazol-2-yl)acetamide tert-butyl-3-(7-bromo-5-(trifluoromethyl)-1H-indol-1-yl)pyrrolidine-1-carboxylate